N(C)CC(=O)OC(CCCCCCCCCCCCCCCCC)=O.[Na] sodium stearoyl sarcosinate